tert-butyl 4-(2-(3-(2-(5-methyl-4-(1-(2-methylbenzoyl)indolin-5-yl)thiazol-2-ylamino)-2-oxoethyl)phenoxy)ethyl)piperazine-1-carboxylate CC1=C(N=C(S1)NC(CC=1C=C(OCCN2CCN(CC2)C(=O)OC(C)(C)C)C=CC1)=O)C=1C=C2CCN(C2=CC1)C(C1=C(C=CC=C1)C)=O